N-(3-bromo-5-chloroisonicotinyl)-O-((1r,3r)-3-(2-(5,6,7,8-tetrahydro-1,8-naphthyridin-2-yl)ethyl)cyclobutyl)-L-homoserine BrC1=C(CN[C@@H](CCOC2CC(C2)CCC2=NC=3NCCCC3C=C2)C(=O)O)C(=CN=C1)Cl